NCCCCOC1=CC2=C([C@]3([C@@](O2)([C@@H]([C@H]([C@H]3O)C(=O)O)C3=CC=CC=C3)C3=CC=C(C=C3)OC)O)C(=C1)OC |r| rac-(1R,2R,3S,3aR,8bS)-6-(4-aminobutoxy)-1,8b-dihydroxy-8-methoxy-3a-(4-methoxyphenyl)-3-phenyl-2,3,3a,8b-tetrahydro-1H-cyclopenta[b]benzofuran-2-carboxylic acid